(S)-2-((((9H-fluoren-9-yl)methoxy)carbonyl)amino)-3-(1-(tert-butoxycarbonyl)-1H-pyrrolo[2,3-b]pyridin-3-yl)propanoic acid C1=CC=CC=2C3=CC=CC=C3C(C12)COC(=O)N[C@H](C(=O)O)CC1=CN(C2=NC=CC=C21)C(=O)OC(C)(C)C